CC=1OC2=C(C1C(=O)N[C@H]1CN(CC1)C(=O)OC(C)(C)C)C=C(C=C2)OCC2=NC(=CC=C2)C 1-tert-butyl (R)-3-(2-methyl-5-((6-methylpyridin-2-yl)methoxy)benzofuran-3-carboxamido)-pyrrolidine-1-carboxylate